N1=CC(=CC=C1)NC1CCC(CC1)NC(OC(C)(C)C)=O tert-butyl (4-(pyridin-3-ylamino)cyclohexyl)carbamate